BrCC(=O)C1=CC(=C(C(=O)N)C=C1)F 4-(2-bromoacetyl)-2-fluorobenzamide